COC=1C=C(C=CC1OC)C1C(CC2(OCCO2)CC1)O 8-(3,4-dimethoxyphenyl)-1,4-dioxaspiro[4.5]decan-7-ol